NC=1C(NC2=C3C=CC=NC3=C(C=C2C1C1=C2C=NNC2=C(C=C1)F)Br)=O 3-amino-6-bromo-4-(7-fluoro-1H-indazol-4-yl)-1H-1,7-phenanthroline-2-one